C(C)(=O)N1CCN(CC1)C1=CC=C(C=C1)NC=1C(C=2C=CC=NC2C(C1Cl)=O)=O 6-((4-(4-acetylpiperazin-1-yl)phenyl)amino)-7-chloroquinoline-5,8-dione